OC=1C=C2C=CC(=CC2=CC1)C(=O)O 6-hydroxynaphthalene-2-carboxylic acid